ClC=1C=C(C=C(C1OC=1C=C2CCN(C(C2=CC1)=O)C1=CC=C(C=C1)F)Cl)N1N=C(C(NC1=O)=O)C#N 3,5-dichloro-4-((2-(4-fluorophenyl)-1-oxo-1,2,3,4-tetrahydroisoquinolin-6-yl)oxy)phenyl-3,5-dioxo-2,3,4,5-tetrahydro-1,2,4-triazine-6-carbonitrile